(8R,13S)-8,13-dimethyl-7,10,14-trioxa-19,20,23-triazatetracyclo[13.5.2.12,6.018,21]tricosa-1(20),2(23),3,5,15(22),16,18(21)-heptaene C[C@H]1OC2=CC=CC(C3=NNC=4C=CC(O[C@H](CCOC1)C)=CC34)=N2